2-(trifluoromethyl)-5-(3-trifluoromethylphenyl)furan-3-carbonyl chloride FC(C=1OC(=CC1C(=O)Cl)C1=CC(=CC=C1)C(F)(F)F)(F)F